(6-Cyclopropyl-imidazo[1,5-a]pyridin-5-yl)-[1-(4-methoxy-phenyl)-[1,2,3]triazol-4-yl]-methanol C1(CC1)C=1C=CC=2N(C1C(O)C=1N=NN(C1)C1=CC=C(C=C1)OC)C=NC2